COC(=O)C=1C(=NC(=CC1)Cl)OC 6-chloro-2-methoxypyridine-3-carboxylic acid methyl ester